ClC1=CC=C(C=C1)C=1N=C(C2=CC=CC=C2C1)OCC (4-chlorophenyl)-1-ethoxyisoquinoline